C1(CCC1)CN1C2=C(OCC1=O)C=C(C=C2)C=2SC(=C(N2)NC(=O)N[C@@H]2CNCCC2)C (S)-1-(2-(4-(cyclobutylmethyl)-3-oxo-3,4-dihydro-2H-benzo[b][1,4]oxazin-7-yl)-5-methylthiazol-4-yl)-3-(piperidin-3-yl)urea